CC1=NOC(=C1)C1(CCN(CC1)C(=O)OC(C)(C)C)C(=O)OC 1-(tert-butyl) 4-methyl 4-(3-methylisoxazol-5-yl)piperidine-1,4-dicarboxylate